2,6-diamino-4-hydroxy-5-formamidopyrimidine NC1=NC(=C(C(=N1)O)NC=O)N